C1(CC1)C([C@@H](C(=O)NC=1C=NN(C1)CC=1N(N=CC1)C)NC(=O)C=1N(N=CC1)C(C)C)C1CC1 N-[(1S)-1-(dicyclopropyl-methyl)-2-[[1-[(2-methylpyrazol-3-yl)methyl]-pyrazol-4-yl]amino]-2-oxo-ethyl]-2-isopropyl-pyrazole-3-carboxamide